BrC[C@H](C([2H])([2H])[2H])N1C(C2=CC=CC=C2C1=O)=O (S)-2-(1-bromopropane-2-yl-3,3,3-d3)isoindoline-1,3-dione